ClC=1C=C(C=C(C1CC1=C(C(=C(C=C1)O)C(C)C)F)Cl)N1N=C(C(=NC1=O)O)C#N 2-(3,5-dichloro-4-(2-fluoro-4-hydroxy-3-isopropylbenzyl)phenyl)-5-hydroxy-3-oxo-2,3-dihydro-1,2,4-triazine-6-carbonitrile